3-methoxy-4-methyl-benzenesulfonamide COC=1C=C(C=CC1C)S(=O)(=O)N